2-((6-((3-fluorobenzyl)amino)-9H-purin-9-yl)methyl)tetrahydrothiophene-3,4-diol FC=1C=C(CNC2=C3N=CN(C3=NC=N2)CC2SCC(C2O)O)C=CC1